Cl.C1(CC1)C1=C(C=CC(=C1)C1=NC=NN2C1=CC(=C2)N2CCOCC2)CN (2-cyclopropyl-4-(6-morpholinopyrrolo[2,1-f][1,2,4]triazin-4-yl)phenyl)methanamine hydrochloride